1-(4-(4-AMINO-7-CYCLOPROPYL-7H-PYRROLO[2,3-D]PYRIMIDIN-5-YL)-2-FLUOROPHENYL)-3-(3-(2-FLUOROPROPAN-2-YL)ISOXAZOL-5-YL)UREA NC=1C2=C(N=CN1)N(C=C2C2=CC(=C(C=C2)NC(=O)NC2=CC(=NO2)C(C)(C)F)F)C2CC2